8-(benzyloxy)-7-methoxy-4-(4-methoxyphenyl)-3,4-dihydro-1H-benzo[e][1,4]diazepin C(C1=CC=CC=C1)OC=1C(=CC2=C(NCCN(C2)C2=CC=C(C=C2)OC)C1)OC